tert-butyl 4-[[4-[[1-[4-(4,4,5,5-tetramethyl-1,3,2-dioxaborolan-2-yl)-2-pyridyl]-4-piperidyl]methyl]phenyl]methyl]piperidine-1-carboxylate CC1(OB(OC1(C)C)C1=CC(=NC=C1)N1CCC(CC1)CC1=CC=C(C=C1)CC1CCN(CC1)C(=O)OC(C)(C)C)C